FC(C1=NSC(=N1)C=1CCN(CC1)CCC(=O)OCC)(F)F ethyl 3-[4-[3-(trifluoromethyl)-1,2,4-thiadiazol-5-yl]-3,6-dihydro-2H-pyridin-1-yl]propanoate